dicyclohexyl-hydroxy-methane C1(CCCCC1)C(O)C1CCCCC1